(((6-hydroxypyridin-3-yl)sulfonyl)methyl)piperidine-1-carboxylic acid tert-butyl ester C(C)(C)(C)OC(=O)N1C(CCCC1)CS(=O)(=O)C=1C=NC(=CC1)O